ClC1=C(C=C(C=C1F)C=1NC(C=2N(C1)N=C(C2C2CC2)C(=O)OCC)=O)F Ethyl 6-(4-chloro-3,5-difluorophenyl)-3-cyclopropyl-4-oxo-4,5-dihydropyrazolo[1,5-a]pyrazine-2-carboxylate